N1N=CC(=C1)C1=CC=C(C=C1)N1CCC(CC1)C(=O)N1CCCC1 (1-(4-(1H-pyrazol-4-yl)phenyl)piperidin-4-yl)(pyrrolidin-1-yl)methanone